C(C=C)C1CCCC(CCC1)C=C 1-allyl-5-vinylcyclooctane